N-((2-(6-(6-oxa-1-azaspiro[3.3]heptan-1-yl)pyridin-2-yl)-1,6-naphthyridin-7-yl)methyl)-4-methyl-3-(methylsulfonyl)benzamide N1(CCC12COC2)C2=CC=CC(=N2)C2=NC1=CC(=NC=C1C=C2)CNC(C2=CC(=C(C=C2)C)S(=O)(=O)C)=O